(S)-3-(3-(4-hydroxy-1,5-dimethyl-2-oxo-1,2-dihydropyridin-3-yl)ureido)-3-(3'-methylbiphenyl-3-yl)propanoic acid ethyl ester C(C)OC(C[C@@H](C=1C=C(C=CC1)C1=CC(=CC=C1)C)NC(=O)NC=1C(N(C=C(C1O)C)C)=O)=O